FC1=C(OC2CCC(CC2)C(=O)OCC)C=C(C(=C1)OC)C(N[C@@H]1[C@H]2CC[C@@H]([C@@H]1C(NC1=CC(=CC=C1)C(C)C)=O)C2)=O Ethyl (1S,4s)-4-(2-fluoro-5-(((1S,2R,3S,4R)-3-((3-isopropylphenyl)carbamoyl)bicyclo[2.2.1]heptan-2-yl)carbamoyl)-4-methoxyphenoxy)cyclohexane-1-carboxylate